S1C(=NC=C1)C1C2CN(CC(C(N1C)C=1SC=CN1)C2=O)CC2=NC=CC=C2 2,4-bis(thiazol-2-yl)-3-methyl-7-(pyridin-2-ylmethyl)-3,7-diaza-bicyclo[3.3.1]nonane-9-one